5-(4-fluorophenyl)-N-(6-morpholino-1H-imidazo[4,5-c]pyridin-2-yl)-1,3,4-oxadiazol-2-amine hydrochloride salt Cl.FC1=CC=C(C=C1)C1=NN=C(O1)NC=1NC2=C(C=NC(=C2)N2CCOCC2)N1